N(=C=S)CC(C1=CC=CC=C1)C1=CC=CC=C1 (2-isothiocyanatoethane-1,1-diyl)dibenzene